C(C)C1=NC=2C(=CC(=CC2C=2N1C=C(N2)C)C)\C(\C)=N/[S@](=O)C(C)(C)C (R,Z)-N-(1-(5-ethyl-2,9-dimethylimidazo[1,2-c]quinazolin-7-yl)ethylidene)-2-methylpropane-2-sulfinamide